3-hydroxy-2,2'-iminodisuccinate sodium salt [Na+].OC(C(C(=O)[O-])NC(C(=O)[O-])CC(=O)[O-])C(=O)[O-].[Na+].[Na+].[Na+]